BrC=1C=C2CCN(CC2=C(C1)Cl)C(CNC(\C=C\C1=C(C=C(C=C1)C(F)(F)F)F)=O)=O (E)-N-[2-(6-bromo-8-chloro-3,4-dihydro-1H-isoquinolin-2-yl)-2-oxoethyl]-3-[2-fluoro-4-(trifluoromethyl)phenyl]prop-2-enamide